C1(CC1)N(C(=O)C=1C=CC2=C(OCC(N2)=O)C1)CC=1C=CC(=NC1)C(=O)NC1=CC=C(C(=O)O)C=C1 4-(5-((N-cyclopropyl-3-oxo-3,4-dihydro-2H-benzo[b][1,4]oxazine-7-carboxamido)methyl)picolinamido)benzoic acid